N-((1r,3R,4S)-3,4-Dimethoxycyclopentyl)-6-(1-isopropyl-1H-pyrazol-3-yl)-5-methyl-2-(1-methyl-1H-imidazol-2-yl)thieno[2,3-d]pyrimidin-4-amine CO[C@@H]1CC(C[C@@H]1OC)NC=1C2=C(N=C(N1)C=1N(C=CN1)C)SC(=C2C)C2=NN(C=C2)C(C)C